2-vinylbenzamide C(=C)C1=C(C(=O)N)C=CC=C1